(3R)-3-(dibenzylamino)azetidin-2-one C(C1=CC=CC=C1)N([C@H]1C(NC1)=O)CC1=CC=CC=C1